BrC=1C=CC2=C(C(C(O2)=CC=2OC(=CC2)C2=CC(=CC=C2)[N+](=O)[O-])=O)C1 5-Bromo-2-[[5-(3-nitrophenyl)-2-furanyl]methylene]-3(2H)-benzofuranone